dicyclopentenyloxyethyl-(3-ethyl-3-oxetanylmethyl)ether C1(=CCCC1)OC(COCC1(COC1)CC)OC1=CCCC1